N-Methyl-5-[6-(1H-pyrazol-4-yl)pyridin-3-yl]-N-(2,2,6,6-tetramethylpiperidin-4-yl)[1,3]thiazolo[5,4-d][1,3]thiazol-2-amin Hydrochlorid Cl.CN(C=1SC=2N=C(SC2N1)C=1C=NC(=CC1)C=1C=NNC1)C1CC(NC(C1)(C)C)(C)C